FC1=C(C(=C(C=C1F)F)F)OC 2,3,5,6-tetrafluoroanisole